FC1CCN(CC1)C(=O)N1CC2=C(C=C(C=C2CC1)C=1C=C2C(=NC1)NC=C2C)[C@H]2NCCOC2 (R)-(4-fluoropiperidin-1-yl)(6-(3-methyl-1H-pyrrolo[2,3-b]pyridin-5-yl)-8-(morpholin-3-yl)-3,4-dihydroisoquinolin-2(1H)-yl)methanone